3-(1H-benzo[d]imidazol-2-yl)-4-(2-(4-methylpiperazin-1-yl)ethoxy)-N-(4-(pyrazin-2-yl)phenyl)aniline N1C(=NC2=C1C=CC=C2)C=2C=C(NC1=CC=C(C=C1)C1=NC=CN=C1)C=CC2OCCN2CCN(CC2)C